BrC=1C(=C(C=CC1Br)NC1=NC=NC2=CC3=C(C=C12)OCCO3)F N-(3,4-dibromo-2-fluorophenyl)-7,8-dihydro[1,4]dioxino[2,3-g]quinazolin-4-amine